ClC1=C2C=C(NC2=CC(=C1OCC1=CC=C(C=C1)C)Cl)C(=O)O 4,6-Dichloro-5-((4-methylbenzyl)oxy)-1H-indole-2-carboxylic acid